4-methyl-3-((1-(pyrazolo[1,5-a]pyrazin-3-yl)azetidin-3-yl)oxy)benzamide CC1=C(C=C(C(=O)N)C=C1)OC1CN(C1)C=1C=NN2C1C=NC=C2